methyl N-[5-[6-(6-fluoro-3,4-dihydro-2H-quinoline-1-carbonyl)-8-methyl-imidazo[1,2-b]pyridazin-3-yl]-2-pyridyl]carbamate FC=1C=C2CCCN(C2=CC1)C(=O)C=1C=C(C=2N(N1)C(=CN2)C=2C=CC(=NC2)NC(OC)=O)C